ClC=1C=CC2=C(C[C@H](CC=3N2C(=NN3)[C@@H]3CC[C@H](CC3)OC3=NC=CC=C3)NC([C@H](N)C(C)C)=O)C1 N-{(5R)-8-Chloro-1-[trans-4-(pyridin-2-yloxy)cyclohexyl]-5,6-dihydro-4H-[1,2,4]triazolo[4,3-a][1]benzazepin-5-yl}-D-valinamid